N-(3-bromo-5-(4-methylpiperazin-1-yl)phenyl)acrylamide BrC=1C=C(C=C(C1)N1CCN(CC1)C)NC(C=C)=O